N-Methyl-N-decylanilinium [tetrakis(perfluorophenyl)-borat] FC1=C(C(=C(C(=C1F)F)F)F)[B-](C1=C(C(=C(C(=C1F)F)F)F)F)(C1=C(C(=C(C(=C1F)F)F)F)F)C1=C(C(=C(C(=C1F)F)F)F)F.C[NH+](C1=CC=CC=C1)CCCCCCCCCC